C12(CC3CC(CC(C1)C3)C2)N[Zr](C)C Adamantylamino-dimethylzirconium